COC1=C(C=CC(=C1)OC)CNC(=O)C1=CC2=C(C(=N1)C=1N=C(OC1C(=O)O)C1=C(C(=NN1CC)C)OCC1=CC=C(C=C1)OC)C=NN2C 4-(6-{[(2,4-dimethoxyphenyl)methyl]carbamoyl}-1-methyl-1H-pyrazolo[4,3-c]pyridin-4-yl)-2-{1-ethyl-4-[(4-methoxyphenyl)methoxy]-3-methyl-1H-pyrazol-5-yl}-1,3-oxazole-5-carboxylic acid